(1r,4r)-2'-{3-[(2H-1,3-benzodioxol-5-yl)oxy]propyl}-4-(3-chloroanilino)-2',3'-dihydrospiro[cyclohexane-1,1'-indene]-4-carboxylic acid O1COC2=C1C=CC(=C2)OCCCC2C1(C3=CC=CC=C3C2)CCC(CC1)(C(=O)O)NC1=CC(=CC=C1)Cl